1,1-dimethylethyl N-methyl-N-[3-(methylamino)propyl]carbamate CN(C(OC(C)(C)C)=O)CCCNC